4-(1-ethynyl-cyclopropyl)-6-methyl-pyrimidine C(#C)C1(CC1)C1=NC=NC(=C1)C